C(C=C)ON=C(CCC)C=1C([C@@H](C(CC1O)(C)C)C(=O)[O-])=O |r| (RS)-3-[1-(alloxyimino)butyl]-4-hydroxy-6,6-dimethyl-2-oxocyclohex-3-enecarboxylat